tetramethyl-3,5'-biphenylamine CC1=C(C(=C(C(=C1N)C)C=1C=CC=CC1)C)C